C(#N)C=1C=C(C=C2[C@H](CC[C@@H](C12)C1=CC=C(C=2[C@@H](C(CC12)(F)F)O)C(=O)O)F)F (3S)-7-[(1R,4S)-8-cyano-4,6-difluoro-1,2,3,4-tetrahydronaphthalen-1-yl]-2,2-difluoro-3-hydroxy-1,3-dihydroindene-4-carboxylic Acid